[13CH2]([13CH3])N(C(C1=C(C=CC(=C1)F)OC)=O)[13CH]([13CH3])[13CH3] N-(ethyl-13C2)-5-fluoro-2-methoxy-N-(prop-2-yl-13C3)benzamide